ClC1=CC=C(C(=N1)C(=O)O)N[C@H](C)C1=C2N=C(C(=NC2=CC(=C1)C)C#N)N1CC(N(CC1)C1=CC=C(C=C1)C#N)C 6-chloro-3-(((1R)-1-(2-cyano-3-(4-(4-cyanophenyl)-3-methylpiperazin-1-yl)-7-methylquinoxalin-5-yl)ethyl)amino)picolinic acid